BrC1=C(C=CC(=C1)Cl)OC1CC(C1)(F)F 2-bromo-4-chloro-1-(3,3-difluorocyclobutoxy)benzene